O=C(C(=O)OC)CCC(=O)OC dimethyl α-ketoglutarate